3-((4-(2-amino-4,5-dihydropyrazolo[1,5-a]pyridin-5-yl)-6-(2,2-difluoroethoxy)pyridin-3-yl)oxy)-2,2-dimethylpropanenitrile NC1=NN2C(CC(C=C2)C2=C(C=NC(=C2)OCC(F)F)OCC(C#N)(C)C)=C1